IC1=C(C=C(N)C=C1)C 4-Iodo-3-methylaniline